COCCOCCOCCN(S(=O)(=O)C1=CC=C(C=C1)S(=O)(=O)Cl)C 4-({2-[2-(2-methoxyethoxy)ethoxy]ethyl}(methyl)sulfamoyl)benzene-1-sulfonyl chloride